BrC1=CC=CC2=C1O[C@@H](CO2)CNC(=O)C2CCOCC2 Tetrahydro-pyran-4-carboxylic acid ((R)-8-bromo-2,3-dihydro-benzo[1,4]dioxin-2-ylmethyl)-amide